(S)-1-(6-(3-((4-(1-(cyclopropanecarbonyl)piperidin-4-yl)-2-methylphenyl)amino)-2,3-dihydro-1H-inden-4-yl)pyridin-2-yl)-5-methyl-1H-pyrazole-4-carboxylic acid C1(CC1)C(=O)N1CCC(CC1)C1=CC(=C(C=C1)N[C@H]1CCC2=CC=CC(=C12)C1=CC=CC(=N1)N1N=CC(=C1C)C(=O)O)C